[Ni](Br)Br.C1(=CC=CC=C1)C(C(C(=N)C1=CC=CC=C1)=N)CC bis-(phenyl)pentanediimine nickel bromide